4-Aminouracil C1=C(NC(=O)NC1=O)N